4-((2-(4-((4-(2-(3-chloro-5-cyanophenyl)prop-2-yl)phenoxy)methyl)pyrimidin-2-yl)-2,7-diazaspiro[3.5]nonan-7-yl)methyl)piperidine-1-carboxylic acid tert-butyl ester C(C)(C)(C)OC(=O)N1CCC(CC1)CN1CCC2(CN(C2)C2=NC=CC(=N2)COC2=CC=C(C=C2)C(C)(C)C2=CC(=CC(=C2)C#N)Cl)CC1